CC1=NN(C(O1)=O)C(=O)OCC ethyl 5-methyl-2-oxo-1,3,4-oxadiazole-3-carboxylate